OCC1=C(C=CC=C1)C1=CC=CC=C1 hydroxymethyl-biphenyl